ClC1=C(C=CC(=C1NC=1C(=C2C(N(C=NC2=CC1)C)=O)C)F)NS(=O)(=O)N1C2CC2CC1 N-(2-chloro-3-((3,5-dimethyl-4-oxo-3,4-dihydroquinazolin-6-yl)amino)-4-fluorophenyl)-2-azabicyclo[3.1.0]hexane-2-sulfonamide